C1(CC1)CC1N(CC=2C3=C(C=CC2C1)NN=C3)C 7-cyclopropylmethyl-8-methyl-6,7,8,9-tetrahydro-3H-pyrazolo[3,4-h]isoquinoline